Cl.CS(=O)(=O)CC1CCNCC1 4-((methylsulfonyl)methyl)piperidine, hydrochloride